C1(CC1)C=1C=C(C=2N(C1)C=C(N2)CN2N=NC(=C2)C(=O)NCC2=C(C(=CC=C2N2N=NN=C2)OC)F)N2C=NN=C2 1-((6-cyclopropyl-8-(4H-1,2,4-triazol-4-yl)imidazo[1,2-a]pyridin-2-yl)methyl)-N-(2-fluoro-3-methoxy-6-(1H-tetrazol-1-yl)benzyl)-1H-1,2,3-triazole-4-carboxamide